C(=O)O.N[C@H](C(=O)NCCNC(C1=C(C=C(C=C1)NC=1C=2N(C=CN1)C(=CN2)C=2C(=NNC2)C(F)(F)F)CC)=O)C (S)-N-(2-(2-aminopropanamido)ethyl)-2-ethyl-4-((3-(3-(trifluoromethyl)-1H-pyrazol-4-yl)imidazo[1,2-a]pyrazin-8-yl)amino)benzamide formate